ClC1=C(C=CC=C1)C1COCCN1C=1N=CC(=NC1)C(=O)N[C@H](C)\C=C\S(=O)(=O)C 5-(3-(2-chlorophenyl)morpholino)-N-((R,E)-4-(methylsulfonyl)but-3-en-2-yl)pyrazine-2-carboxamide